Benzyl N-[(1S)-2,2-dicyclopropyl-1-{3-[4-hydroxy-4-(trifluoromethyl)piperidin-2-yl]-imidazo[1,2-b][1,2,4]triazin-6-yl}ethyl]carbamate trifluoroacetic acid salt FC(C(=O)O)(F)F.C1(CC1)C([C@@H](C=1N=C2N(N=CC(=N2)C2NCCC(C2)(C(F)(F)F)O)C1)NC(OCC1=CC=CC=C1)=O)C1CC1